(5r,6s,7s)-3a-(4-fluoro-3-((5-chloro-3-methylbenzo[b]thiophen-2-yl)methyl)phenyl)-5-(hydroxymethyl)-2-propyl-5,6,7,7a-tetrahydro-3aH-pyrano[2,3-d]oxazole-6,7-diol FC1=C(C=C(C=C1)C12N=C(OC1[C@H]([C@@H]([C@H](O2)CO)O)O)CCC)CC2=C(C1=C(S2)C=CC(=C1)Cl)C